FC1=C(C=CC=C1)CCI 2-fluorophenylethyl iodide